COC=1C(=C2C=CNC2=C(C1)C)CN1[C@H](C[C@@H](CC1)N1N=CC=C1)C1=CC=C(C(=O)O)C=C1 |r| (±)-trans-4-(1-((5-methoxy-7-methyl-1H-indol-4-yl)methyl)-4-(1H-pyrazol-1-yl)piperidin-2-yl)benzoic acid